ClC1=NC(=NC(=C1C(=O)OCC)Cl)SC ethyl 4,6-dichloro-2-methylsulfanyl-pyrimidine-5-carboxylate